OC=1C=C(C=CC1)C=1C=NN(C1)C=1C=C(C(=O)N2CCN(CC2)C2=CC=C(N=N2)C(=O)NS(=O)(=O)C2=CC(=C(C=C2)NCCSC2=CC=CC=C2)C(F)(F)F)C=C(C1)C(F)(F)F 6-[4-[3-[4-(3-Hydroxyphenyl)pyrazol-1-yl]-5-(trifluoromethyl)benzoyl]piperazin-1-yl]-N-[4-(2-phenylsulfanylethylamino)-3-(trifluoromethyl)phenyl]sulfonylpyridazine-3-carboxamide